N-(5-cyclopropyl-6-(4-ethynyl-2-hydroxyphenyl)pyridazin-3-yl)-2-cyclopropylaminoacetamide C1(CC1)C=1C=C(N=NC1C1=C(C=C(C=C1)C#C)O)NC(CNC1CC1)=O